6-(Difluoromethyl)-N-[6-(2-hydroxypropan-2-yl)-2-(3-hydroxypropyl)-2H-indazol-5-yl]pyridine-2-carboxamide FC(C1=CC=CC(=N1)C(=O)NC1=CC2=CN(N=C2C=C1C(C)(C)O)CCCO)F